3-(1-methyl-1,2,3,6-tetrahydropyridin-4-yl)-6-nitro-2-propoxyaniline CN1CCC(=CC1)C=1C(=C(N)C(=CC1)[N+](=O)[O-])OCCC